5-hydroxytetrahydropyrimidin-2(1H)-one OC1CNC(NC1)=O